CC(C(=O)ON1C=CC2=C1N=CN=C2C=2C=NN(C2)C(CC#N)C2CCCC2)CCC racemic-(4-(1-(2-cyano-1-cyclopentylethyl)-1H-pyrazol-4-yl)-7H-pyrrolo[2,3-d]pyrimidin-7-yl) methylpentanoate